methyl-2,3-dihydro-1H-indene CC1CCC2=CC=CC=C12